ClC1=C(C=CC=C1I)F 2-chloro-1-fluoro-3-iodobenzene